C(CCCCCCCCCCC)(=O)[O-].C(CCCCCCCCCCC)(=O)[O-].C(CCC)[Sn+2]CCCC Dibutyl-Tin di-laurate